ClC1=C(C=CC=C1)C1=CC=CC2=C1NC(=NS2(=O)=O)NCC(F)F 5-(2-chlorophenyl)-3-((2,2-difluoroethyl)amino)-4H-benzo[e][1,2,4]thiadiazine 1,1-dioxide